2-methoxymethyl-oxirane COCC1OC1